(2,5-dioxopyrrolidin-1-yl) 2-[[2-(allyloxycarbonylamino)acetyl]amino]acetate C(C=C)OC(=O)NCC(=O)NCC(=O)ON1C(CCC1=O)=O